P(O)(=O)(OP(=O)(O)OP(=O)(O)O)OC[C@@H]1[C@H]([C@H]([C@@](O1)(N1C=NC=2C(=O)NC(N)=NC12)C#C)O)O ethynyl-guanosine triphosphate